4-methyl-1,8-nonadiene CC(CC=C)CCCC=C